C1(CC1)NC(C1=C(C=C(C=C1OC)C1=CN=C2N1C=CC(=C2)C(CN2CC(C2)(F)F)(C)O)OC(F)F)=O N-cyclopropyl-4-[7-[2-(3,3-difluoroazetidin-1-yl)-1-hydroxy-1-methyl-ethyl]imidazo[1,2-a]pyridin-3-yl]-2-(difluoromethoxy)-6-methoxybenzamide